NC1(CCN(CC1)C=1C2=C(N=CN1)NC=C2)C(=O)N[C@H](CCN(C)C)C2=CC=C(C=C2)Cl |r| Racemic-4-amino-N-(1-(4-chlorophenyl)-3-(dimethylamino)propyl)-1-(7H-pyrrolo[2,3-d]pyrimidin-4-yl)piperidine-4-carboxamide